CC\C=C/C\C=C/C\C=C/CCCCCCCCCC (Z,Z,Z)-3,6,9-Eicosatriene